3-(2,2-Difluorospiro[3.3]heptan-6-yl)isoxazol-5-amine FC1(CC2(C1)CC(C2)C2=NOC(=C2)N)F